5-amino-1-(2,6-dichloro-4-trifluoromethylphenyl)-4-trifluoromethyl-sulfinyl-pyrazole-3-carbonitrile NC1=C(C(=NN1C1=C(C=C(C=C1Cl)C(F)(F)F)Cl)C#N)S(=O)C(F)(F)F